(2R)-2-[(4-{2-fluoro-5-[(4-oxoquinolin-1(4H)-yl)methyl]benzoyl}piperazin-1-yl)carbonyl]-2-methylazetidinium trifluoroacetate FC(C(=O)[O-])(F)F.FC1=C(C(=O)N2CCN(CC2)C(=O)[C@@]2([NH2+]CC2)C)C=C(C=C1)CN1C=CC(C2=CC=CC=C12)=O